C(C=C)(=O)N1[C@H](CN(C[C@H]1C)C1=NC(N2C3=C(C(=C(C=C13)C(F)(F)F)C1=C(C=C(C=C1)F)F)SC[C@@H]2COCOC)=O)C (3S,10S)-7-((3S,5R)-4-acryloyl-3,5-dimethylpiperazin-1-yl)-10-(2,4-difluorophenyl)-3-((methoxymethoxy)methyl)-9-(trifluoromethyl)-2H-[1,4]thiazino[2,3,4-ij]quinazolin-5(3H)-one